4-cyclohexanedimethanol bis(chloroformate) ClC(=O)OCC1CCC(CC1)COC(=O)Cl